(E)-N-(2-butoxyphenyl)-3-(4-propoxyphenyl)acrylamide C(CCC)OC1=C(C=CC=C1)NC(\C=C\C1=CC=C(C=C1)OCCC)=O